ClCC(=O)NC1=C(C=CC(=C1)C)OCCCC(F)(F)F 2-chloro-N-(5-methyl-2-(4,4,4-trifluorobutoxy)phenyl)acetamide